COCC1N(CCC1)C1=CC=CC=C1 2-(2-(methoxymethyl)pyrrolidin-1-yl)benzene